CC1=CC=C(C=C1)C#CBr 4-methyl-phenylethynyl bromide